ClC1=CC(=C2C=NN(C2=C1)C1OCCCC1)C=1N=NN(C1)CC1=CC=C(N=N1)N1C[C@@H](CCC1)N(C(OC(C)(C)C)=O)CC1CCC1 tert-butyl N-[(3R)-1-[6-[[4-(6-chloro-1-tetrahydropyran-2-yl-indazol-4-yl)triazol-1-yl]methyl]pyridazin-3-yl]-3-piperidyl]-N-(cyclobutylmethyl)carbamate